N[C@@H](CC1=CC(=CC(=C1)F)F)C1=NC2=CC(=CC=C2C(N1C=1C=CC(=C2C(=NN(C12)C)NS(=O)(=O)C)Cl)=O)Br (S)-N-(7-(2-(1-amino-2-(3,5-difluorophenyl)ethyl)-7-bromo-4-oxoquinazolin-3(4H)-yl)-4-chloro-1-methyl-1H-indazol-3-yl)methanesulfonamide